t-butyl-N-(3,5-dichloropyridine-2-carbonyl)glycine C(C)(C)(C)N(CC(=O)O)C(=O)C1=NC=C(C=C1Cl)Cl